BrC1=NN(C=2C=CC=C(C12)C(=O)OC)C1=CC=C(C=C1)S(F)(F)(F)(F)F methyl 3-bromo-1-[4-(pentafluoro-λ6-sulfaneyl)phenyl]indazole-4-carboxylate